2-chloro-5-hydroxybenzoic acid ClC1=C(C(=O)O)C=C(C=C1)O